3-[[4-[(2R)-3-(1-Bicyclo[1.1.1]pentanyl)-2-[(6-tert-butyl-7-methyl-pyrrolo[2,3-d]pyrimidin-2-yl)methylamino]propoxy]-6-(2,6-dimethylphenyl)pyrimidin-2-yl]sulfamoyl]benzoic acid C12(CC(C1)C2)C[C@H](COC2=NC(=NC(=C2)C2=C(C=CC=C2C)C)NS(=O)(=O)C=2C=C(C(=O)O)C=CC2)NCC=2N=CC1=C(N2)N(C(=C1)C(C)(C)C)C